tert-butyl (2-(tetrahydro-2H-pyran-4-carboxamido)-4-(thiophen-2-yl)phenyl)carbamate O1CCC(CC1)C(=O)NC1=C(C=CC(=C1)C=1SC=CC1)NC(OC(C)(C)C)=O